(E)-3-(3-(3,5-bis-(trifluoromethyl)-phenyl)-1H-1,2,4-triazol-1-yl)-2-phenylacrylamide FC(C=1C=C(C=C(C1)C(F)(F)F)C1=NN(C=N1)/C=C(/C(=O)N)\C1=CC=CC=C1)(F)F